C(=O)(O)C(=C(C=C(C1=CC=CC=C1)C1=CC=CC=C1)CC(C)(C)C)C(=O)O 1,1-dicarboxy(2,2'-dimethyl-propyl)-4,4-diphenylbutadiene